C(C)(C)NS(=O)(=O)C1=C(C=C(C=C1CCCCC)OC)OC N-isopropyl-2,4-dimethoxy-6-pentylbenzenesulfonamide